CN(C)\C=C(\C(=O)OCC)/C(C)=O (E)-ethyl 2-((dimethylamino)methylene)-3-oxobutanoate